ClC1=CC=NN(C1=O)[C@H]1CN(CCC1)C(=O)NC[C@@H](CN1CC2=CC=CC=C2CC1)O (R)-3-(5-chloro-6-oxopyridazin-1(6H)-yl)-N-((S)-3-(3,4-dihydroisoquinolin-2(1H)-yl)-2-hydroxypropyl)piperidine-1-carboxamide